aluminum tris(dipropylphosphinate) C(CC)P([O-])(=O)CCC.C(CC)P([O-])(=O)CCC.C(CC)P([O-])(=O)CCC.[Al+3]